FC=1C=2N(C=C(C1C(C)(C)O)NC(C1=NC(=CC=C1)C1(CC1)C(F)(F)F)=O)C=C(N2)C2CCNCC2 N-(8-Fluoro-7-(2-hydroxypropane-2-yl)-2-(piperidin-4-yl)imidazo[1,2-a]pyridin-6-yl)-6-(1-(trifluoromethyl)cyclopropyl)picolinamide